C(C)N1C(O[C@H](C1)CN1N=C2N=C(C=CC2=C1)C1=C(C=C(C=C1C)C(F)(F)F)O)=O (R)-3-ethyl-5-((6-(2-hydroxy-6-methyl-4-(trifluoromethyl)phenyl)-2H-pyrazolo[3,4-b]pyridin-2-yl)methyl)oxazolidin-2-one